CC1=NC(=CC(=N1)NC1=CC2=C(C=N1)C(NN2C2=CC(=CC=C2)C(F)(F)F)=O)C 6-((2,6-dimethylpyrimidin-4-yl)amino)-1-(3-(trifluoromethyl)phenyl)-1,2-dihydro-3H-pyrazolo[4,3-c]pyridin-3-one